C[Si](C=1CC2=CC=CC=C2C1)(C1C(=CC2=CC=CC=C12)C1=CC=CC=C1)C dimethyl-(2-phenyl-1-indenyl)-(2-indenyl)silane